2-[4-[3-(5-Fluoro-3-pyridyl)isoxazolidine-2-carbonyl]-1-piperidyl]pyrimidine-4-carbonitrile FC=1C=C(C=NC1)C1N(OCC1)C(=O)C1CCN(CC1)C1=NC=CC(=N1)C#N